BrC=1C=C2C(=NC1)N(C=C2C2=CC(=CC(=C2)C(F)(F)F)F)S(=O)(=O)C2=CC=C(C)C=C2 5-bromo-3-(3-fluoro-5-(trifluoromethyl)phenyl)-1-tosyl-1H-pyrrolo[2,3-b]pyridine